N-(3α,7α-Dihydroxyl-4β-fluoro-6α-ethyl-5β-cholan-24-oyl)-methyl-sulfonamide O[C@H]1[C@@H]([C@H]2[C@H]([C@H]([C@H]3[C@@H]4CC[C@H]([C@@H](CCC(=O)NS(=O)(=O)C)C)[C@]4(CC[C@@H]3[C@]2(CC1)C)C)O)CC)F